COC(=O)C1=CN(C=C1)CCO[Si](C)(C)C(C)(C)C 1-(2-((tert-butyldimethylsilyl)oxy)ethyl)-1H-pyrrole-3-carboxylic acid methyl ester